N-(3,5-bis(trifluoromethyl)benzyl)-1-(1-(2-hydroxyacetyl)piperidine-4-carbonyl)-N-methyl-3-(o-tolyl)piperidine-4-carboxamide Cobalt [Co].FC(C=1C=C(CN(C(=O)C2C(CN(CC2)C(=O)C2CCN(CC2)C(CO)=O)C2=C(C=CC=C2)C)C)C=C(C1)C(F)(F)F)(F)F